C1=CC(=C(C=C1C2=[O+]C3=CC(=CC(=C3C=C2O)O)O)O)O The molecule is an anthocyanidin cation that is flavylium substituted at positions 3, 3', 4', 5 and 7 by hydroxy groups. It has a role as a metabolite, a neuroprotective agent and an antioxidant. It is a conjugate acid of a cyanidin(1-).